racemic-(2-fluorophenyl)(5-{[2-(6-isopropylpyridin-3-yl)imidazo-[1,2-a]pyridin-3-yl]methyl}-2,5-diazabicyclo[2.2.2]oct-2-yl)methanone FC1=C(C=CC=C1)C(=O)N1C2CN(C(C1)CC2)CC2=C(N=C1N2C=CC=C1)C=1C=NC(=CC1)C(C)C